sodium tetrakis[3-[1-methoxy-2,2,2-trifluoro-1-(trifluoromethyl)ethyl]-5-(trifluoromethyl)phenyl]borate COC(C(F)(F)F)(C(F)(F)F)C=1C=C(C=C(C1)C(F)(F)F)[B-](C1=CC(=CC(=C1)C(F)(F)F)C(C(F)(F)F)(OC)C(F)(F)F)(C1=CC(=CC(=C1)C(F)(F)F)C(C(F)(F)F)(OC)C(F)(F)F)C1=CC(=CC(=C1)C(F)(F)F)C(C(F)(F)F)(OC)C(F)(F)F.[Na+]